6-(3,5-dimethylpyrazol-1-yl)pyridazin-3-one di((Z)-non-2-en-1-yl)9-((4-(dimethylamino)-butanoyl)oxy)heptadecanedioate C(\C=C/CCCCCC)OC(CCCCCCCC(CCCCCCCC(=O)OC\C=C/CCCCCC)OC(CCCN(C)C)=O)=O.CC1=NN(C(=C1)C)C=1C=CC(NN1)=O